ClC1=C(OCC2=NC=CC(=C2)O[C@@H]2CN(CC2)CC2=NC3=C(N2CC2=CN=CN2CC)C=C(C=C3)C(=O)O)C=CC(=C1)Cl 2-{[(3S)-3-((2-[(2,4-dichlorophenoxy)methyl]pyridin-4-yl)oxy)pyrrolidin-1-yl]methyl}-1-[(1-ethyl-1H-imidazol-5-yl)methyl]-1H-1,3-benzodiazole-6-carboxylic acid